C(C)N1C=NC2=C1C=C(C(=C2F)C#CC2=NN(C(=C2C(=O)N)NCCOC)[C@@H]2CN(CC2)C(C=C)=O)F 3-[2-(1-ethyl-4,6-difluoro-1,3-benzodiazol-5-yl)ethynyl]-5-[(2-methoxyethyl)amino]-1-[(3S)-1-(prop-2-enoyl)pyrrolidin-3-yl]pyrazole-4-carboxamide